FC1=C(NC2=C1C=1C=NN(C1C=C2)S(=O)(=O)C2=CC=CC=C2)C2=C(C=CC=C2)C 8-fluoro-3-(benzenesulfonyl)-7-(o-tolyl)-3,6-dihydropyrrolo[3,2-e]indazole